ethyl 3-((4-(2-(diethylamino)ethylcarbamoyl)-3,5-dimethyl-1H-pyrrol-2-yl)methylene)-5-fluoro-2-oxoindoline-1-carboxylate C(C)N(CCNC(=O)C=1C(=C(NC1C)C=C1C(N(C2=CC=C(C=C12)F)C(=O)OCC)=O)C)CC